ClC(C1(NC2N(C=C(C=C2)C)C1)O)Cl 2-(dichloromethyl)-6-methyl-1,2,3,8a-tetrahydroimidazo[1,2-a]pyridin-2-ol